C1(=CC=CC=C1)C1=CC2=C(N=CN=C2)N=C1 6-Phenylpyrido[2,3-d]pyrimidin